C(C)(C)(C)OC(=O)N[C@H]1CC(C[C@H]1O)C(=O)O (3S,4R)-3-((tert-butoxycarbonyl)amino)-4-hydroxycyclopentane-1-carboxylic acid